C(C)[N-]CCCCCCCCCCCCCCCCCC ethyloctadecyl-amide